(R)-3-(1,4-Dimethyl-1H-benzo[d][1,2,3]triazol-5-yl)-3-(3-((8-fluoro-2,2-dimethyl-2,3-dihydrobenzo[f][1,4]oxazepin-4(5H)-yl)methyl)-4-methylphenyl)propanoic acid CN1N=NC2=C1C=CC(=C2C)[C@H](CC(=O)O)C2=CC(=C(C=C2)C)CN2CC(OC1=C(C2)C=CC(=C1)F)(C)C